[Te-2].[Cd+2] Cadmium-Tellurid